2-(2-methoxyphenyl)-4H-pyrrolo[2,3-d]thiazole-5-carboxylic acid COC1=C(C=CC=C1)C=1SC2=C(N1)NC(=C2)C(=O)O